(S)-4-((2,2-difluoroethyl)(4-(5,6,7,8-tetrahydro-1,8-naphthyridin-2-yl)butyl)amino)-2-(pyridin-2-ylamino)butanoic acid FC(CN(CC[C@@H](C(=O)O)NC1=NC=CC=C1)CCCCC1=NC=2NCCCC2C=C1)F